The molecule is the chloride salt of tetramethylrosamine. Used as a red-orange fluorescent dye. It has a role as a fluorochrome. It contains a tetramethylrosamine. CN(C)C1=CC2=C(C=C1)C(=C3C=CC(=[N+](C)C)C=C3O2)C4=CC=CC=C4.[Cl-]